4-[6,6-dimethyl-4-(4,4,5,5-tetramethyl-1,3,2-dioxaborolan-2-yl)-5,6-dihydro-2H-pyran-2-yl]-1-methyl-1H-pyrazole CC1(CC(=CC(O1)C=1C=NN(C1)C)B1OC(C(O1)(C)C)(C)C)C